C(C1=CC=CC=C1)O[C@H](CCOCCCC1=NN(C=N1)C(C1=CC=CC=C1)(C1=CC=CC=C1)C1=CC=CC=C1)C 3-[3-[(3S)-3-benzyloxybutoxy]propyl]-1-trityl-1,2,4-triazole